6-methoxy-2-((1s,4s)-4-(methylamino)cyclohexyl)-2H-indazole-5-carboxamide COC=1C(=CC2=CN(N=C2C1)C1CCC(CC1)NC)C(=O)N